ClC=1C2=C(SC1C(=O)N1CC=3C(CC1)=C(N(N3)C)C3=CC=CC=C3)C=CC=C2 (3-chlorobenzo[b]thiophen-2-yl)(2-methyl-3-phenyl-2,4,5,7-tetrahydro-6H-pyrazolo[3,4-c]pyridin-6-yl)methanone